2-(3-acetyl-5-(piperazin-1-yl)-1H-indol-1-yl)acetic acid tert-butyl ester TFA salt OC(=O)C(F)(F)F.C(C)(C)(C)OC(CN1C=C(C2=CC(=CC=C12)N1CCNCC1)C(C)=O)=O